ClC=1C=C(C=2N(N1)C=CN2)[C@@H]2[C@H](C2)C=2C=NC=C(C2)F 6-chloro-8-[(1S,2S)-2-(5-fluoro-3-pyridyl)cyclopropyl]imidazo[1,2-b]pyridazine